5-N-{1-[(2,6-difluorophenyl)methyl]-5-[(dimethylamino)methyl]-3-(6-methoxypyridazin-3-yl)-2,4-dioxothieno[2,3-d]pyrimidin-6-yl}-2-N-methylpyridine-2,5-dicarboxamide FC1=C(C(=CC=C1)F)CN1C(N(C(C2=C1SC(=C2CN(C)C)NC(=O)C=2C=CC(=NC2)C(=O)NC)=O)C=2N=NC(=CC2)OC)=O